CSC=1C=CC=C2C(=NN(C12)COCC[Si](C)(C)C)C(C)(C)NC(=O)C1[C@H]2CN(C[C@@H]12)C(=O)OC(C)(C)C tert-butyl (1R,5S,6R)-6-((2-(7-(methylthio)-1-((2-(trimethylsilyl)ethoxy)methyl)-1H-Indazol-3-yl)prop-2-yl)carbamoyl)-3-azabicyclo[3.1.0]hexane-3-carboxylate